C(C1=CC=CC=C1)OC(=O)N[C@H](C(=O)N[C@H](C(=O)N[C@H](C(=O)OC)C[C@H]1C(NCC1)=O)CC1CC1)CC1=CC=CC2=CC=CC=C12 methyl (2S)-2-[[(2S)-2-[[(2S)-2-(benzyloxycarbonylamino)-3-(1-naphthyl)propanoyl]amino]-3-cyclopropyl-propanoyl]amino]-3-[(3S)-2-oxopyrrolidin-3-yl]propanoate